COC1=CC=C(CN(S(=O)(=O)C2=C3C=CN=CC3=CC(=C2)NC(CC2=C(C=CC=C2)Cl)=O)CC2=CC=C(C=C2)OC)C=C1 N-(5-(N,N-bis(4-methoxybenzyl)sulfamoyl)isoquinolin-7-yl)-2-(2-chlorophenyl)acetamide